O1CC(C1)CCN 2-(oxetane-3-yl)ethylamine